ClC=1C=C(C=C(C1OC=1C=C2C3(C(NC2=C(C1)C)=O)CCC3)Cl)N3N=C(C(NC3=O)=O)NC(OC(C)(C)C)=O t-butyl (2-(3,5-dichloro-4-((7'-methyl-2'-oxospiro[cyclobutane-1,3'-indolin]-5'-yl)oxy)phenyl)-3,5-dioxo-2,3,4,5-tetrahydro-1,2,4-triazin-6-yl)carbamate